CS(=O)(=O)OC1CC2(CS(C2)(=O)=O)C1 2,2-dioxido-2-thiaspiro[3.3]heptan-6-yl methanesulfonate